The molecule is the L-enantiomer of tyrosinate(2-). It has a role as a fundamental metabolite. It is a conjugate base of a L-tyrosinate(1-). It is an enantiomer of a D-tyrosinate(2-). C1=CC(=CC=C1C[C@@H](C(=O)[O-])N)[O-]